4-[(1R,5S,6r)-3-azabicyclo[3.1.0]hex-6-yl]-2-oxa-3-azabicyclo[3.1.0]hex-3-ene [C@H]12CNC[C@@H]2C1C1=NOC2CC12